((Perfluorophenoxy)(phenoxy)phosphoryl)-L-alanine butyl ester C(CCC)OC([C@@H](NP(=O)(OC1=CC=CC=C1)OC1=C(C(=C(C(=C1F)F)F)F)F)C)=O